OC1=CC(=C(C=C1)C1=CC(=CC(=C1)O)CN1[C@H](CCC1)C(=O)N[C@@H](C)C1=CC=C(C(=O)O)C=C1)C 4-((S)-1-((R)-1-((4',5-dihydroxy-2'-methyl-[1,1'-biphenyl]-3-yl)methyl)pyrrolidine-2-carboxamido)ethyl)benzoic acid